FC1(CN(CC1)C(C=C(C#N)C(=O)N1[C@@](CCC1)(C)CO)(C)C)F (R)-4-(3,3-difluoropyrrolidin-1-yl)-2-(2-(hydroxymethyl)-2-methylpyrrolidine-1-carbonyl)-4-methylpent-2-enenitrile